3-Tert-butyl-5-(4-chloro-7-fluoro-2-(methoxycarbonyl)benzo[b]thiophen-6-yl)-3,6-dihydropyridine C(C)(C)(C)C1C=NCC(=C1)C=1C=C(C2=C(SC(=C2)C(=O)OC)C1F)Cl